3-(3-(3-(3-(4-(trifluoromethoxy)phenyl)ureido)phenoxy)azetidin-1-yl)-2-(1H-pyrrol-1-yl)benzoic acid FC(OC1=CC=C(C=C1)NC(NC=1C=C(OC2CN(C2)C=2C(=C(C(=O)O)C=CC2)N2C=CC=C2)C=CC1)=O)(F)F